ClC1=CC=C(C=C1)CCC(CN1N=CN=C1)=O 4-(4-chlorophenyl)-1-(1H-1,2,4-triazol-1-yl)butan-2-one